C[Si](OCC(C)C)(CC)C di(methyl)ethyl-(isobutoxy)silane